FC1CN(CCC1(C)NC(OC(C)(C)C)=O)C=1C(=NC=CC1)[N+](=O)[O-] Tert-butyl (3-fluoro-4-methyl-1-(2-nitropyridin-3-yl)piperidin-4-yl)carbamate